C1(CC1)C[C@H](C(=O)N1CC2(CC2)C[C@H]1C(=O)N[C@@H](C[C@H]1C(NCC1)=O)C(COC(F)(F)F)=O)O (S)-5-((R)-3-cyclopropyl-2-hydroxypropionyl)-N-((S)-3-oxo-1-((S)-2-oxopyrrolidin-3-yl)-4-(trifluoromethoxy)butan-2-yl)-5-azaspiro[2.4]heptane-6-carboxamide